N1-methylguanosine 5'-triphosphate P(O)(=O)(OP(=O)(O)OP(=O)(O)O)OC[C@@H]1[C@H]([C@H]([C@@H](O1)N1C=NC=2C(=O)N(C(N)=NC12)C)O)O